(3S)-3-[[1-[2-(2,6-dioxo-3-piperidinyl)-1,3-dioxo-isoindolin-5-yl]-4-piperidinyl]oxy]pyrrolidine-1-carboxylic acid tert-butyl ester C(C)(C)(C)OC(=O)N1C[C@H](CC1)OC1CCN(CC1)C=1C=C2C(N(C(C2=CC1)=O)C1C(NC(CC1)=O)=O)=O